C(=O)O.C(=O)O.N1C(C=CC=C1)=O pyridone diformate